C(CC)[Si](OCCC)(OCCC)CCC di(n-propyl)di(n-propoxy)silane